ClCC=1N=NN(C1)C=1C=C(C=CC1OC)NC1=NC(=CC(=N1)NC)C 2-N-[3-[4-(chloromethyl)-1H-1,2,3-triazol-1-yl]-4-methoxyphenyl]-4-N,6-dimethylpyrimidine-2,4-diamine